furo[2,3-h]pyrido[2,1-a]phthalazine-10-carboxylate C=1COC2=CC=C3C=NN4C(=C3C21)C=CC(=C4)C(=O)[O-]